C(C)(C)(C)OC(=O)N[C@@H]1[C@@H](OCC12CCN(CC2)C=2C=C(C1=C(N2)N(N=C1I)COCC[Si](C)(C)C)C(=O)OCC)C ethyl 6-((3S,4S)-4-((tert-butoxycarbonyl) amino)-3-methyl-2-oxa-8-azaspiro[4.5]decan-8-yl)-3-iodo-1-((2-(trimethylsilyl) ethoxy) methyl)-1H-pyrazolo[3,4-b]pyridine-4-carboxylate